6-chloro-pyridine-2-carbonitrile ClC1=CC=CC(=N1)C#N